1-oxo-2,5-diazaspiro[3.4]octane-5-carboxylic acid tert-butyl ester C(C)(C)(C)OC(=O)N1C2(CNC2=O)CCC1